kynurenic acid O=C(O)C1=CC(=O)C2C=CC=CC=2N1